COC(=O)N1C[C@H](CC1)NC1=C2C(=NC(=C1)N1CC(C1)OC1=CC=C(C=C1)F)CC[S@]2=O (3S)-3-[[(1R)-5-[3-(4-fluorophenoxy)azetidin-1-yl]-1-oxo-2,3-dihydrothieno[3,2-b]pyridin-7-yl]amino]pyrrolidine-1-carboxylic acid methyl ester